O=C1NC(CCC1N1C(C2=CC=C(C=C2C1=O)F)=O)=O 2-(2,6-Dioxopiperidin-3-yl)-5-fluoro-isoindole-1,3-dione